OC1=C(C=C(C2=CC=CC=C12)O)SCCNC(CCNC([C@@H](C(COP(OP(OC[C@@H]1[C@H]([C@H]([C@@H](O1)N1C=NC=2C(N)=NC=NC12)O)OP(=O)(O)O)(=O)O)(=O)O)(C)C)O)=O)=O 1,4-dihydroxy-2-naphthyl-coenzyme A